C(C)OC1=NC=CC=C1C1=NC=2CN(C(C3(C2C=C1)CCNCC3)=O)C3CN(CC3)C(=O)OC(C)(C)C tert-butyl 3-(2'-(2-ethoxypyridin-3-yl)-6'-oxo-6'H-spiro[piperidine-4,5'-[1,7]naphthyridin]-7'(8'H)-yl)pyrrolidine-1-carboxylate